6-(4-(4-cyclobutylpiperazin-1-yl)phenyl)-8-methyl-2-(4-(methylsulfonyl)phenyl)imidazo[1,2-a]pyridine C1(CCC1)N1CCN(CC1)C1=CC=C(C=C1)C=1C=C(C=2N(C1)C=C(N2)C2=CC=C(C=C2)S(=O)(=O)C)C